O=C1N(C2=CC=CC=C2C1=O)C1C2=C(N(O1)C)C=C(C=C2)C(=O)OC methyl 3-(2,3-dioxoindol-1-yl)-1-methyl-1,3-dihydrobenzo[c]isoxazole-6-carboxylate